4,4'-bis-(4-phenyl-1,2,3-triazol-2-yl)stilbene-2,2'-disulfonate C1(=CC=CC=C1)C1=NN(N=C1)C=1C=C(C(=CC1)C=CC=1C(=CC(=CC1)N1N=CC(=N1)C1=CC=CC=C1)S(=O)(=O)[O-])S(=O)(=O)[O-]